N-decyl-N-dodecylurea C(CCCCCCCCC)N(C(=O)N)CCCCCCCCCCCC